2-methoxy-3-methyl-4-(4,4,5,5-tetramethyl-1,3,2-dioxaborolan-2-yl)pyridine COC1=NC=CC(=C1C)B1OC(C(O1)(C)C)(C)C